COC(=O)C1=C(N=NN1C)C1=NC(=C(C=C1)NS(=O)(=O)C)C 1-methyl-4-(6-methyl-5-(methylsulfonylamino)pyridin-2-yl)-1H-1,2,3-triazole-5-carboxylic acid methyl ester